4-(2-(2-(2,6-difluorobenzyl)-4,6-dimethylphenoxy)propyl)morpholine methyl-7-bromo-6-chloro-3-(3-(4-chloro-3,5-dimethylphenoxy)propyl)-1H-indole-2-carboxylate COC(=O)C=1NC2=C(C(=CC=C2C1CCCOC1=CC(=C(C(=C1)C)Cl)C)Cl)Br.FC1=C(CC2=C(OC(CN3CCOCC3)C)C(=CC(=C2)C)C)C(=CC=C1)F